N[C@@H]1CN(CC[C@H]1F)C1=NC2=C(N1CC(=O)N1C3COC(C1)C3)C=C(C(=C2)F)F 2-(2-((3R,4R)-3-amino-4-fluoropiperidin-1-yl)-5,6-difluoro-1H-benzo[d]imidazol-1-yl)-1-(2-oxa-5-azabicyclo[2.2.1]heptan-5-yl)ethanone